FC1=CC=C(C=C1)N1C(N(C=C(C1=O)C(=O)OCC)C(C)C)=O ethyl 3-(4-fluorophenyl)-1-isopropyl-2,4-dioxo-1,2,3,4-tetrahydropyrimidin-5-formate